COC1=C(CNC2=NC3=NC=C(C=C3C3=C2CCC3)C(=O)O)C=CC(=C1)OC 6-((2,4-dimethoxybenzyl)amino)-8,9-dihydro-7H-cyclopenta[c][1,8]naphthyridine-2-carboxylic acid